dimyristoyl thiodipropionate (dimyristyl thiodipropionate) C(CCCCCCCCCCCCC)C(C(=O)O)(CSCCC(=O)O)CCCCCCCCCCCCCC.S(CCC(=O)OC(CCCCCCCCCCCCC)=O)CCC(=O)OC(CCCCCCCCCCCCC)=O